ClC=1C(=C2C(=NC1)NC(=N2)C2=CC=C(C=C2)N2CCN(CC2)CCOCC)NC2CCN(CC2)CC2CC2 6-Chloro-N-[1-(cyclopropylmethyl)piperidin-4-yl]-2-{4-[4-(2-ethoxyethyl)piperazin-1-yl]phenyl}-3H-imidazo[4,5-b]pyridin-7-amine